(R)-N-(1-(4-chlorophenyl)-2,2,2-trifluoroethyl)-5-cyano-N-ethyl-1-methyl-6-oxo-1,6-dihydropyridine-3-sulfonamide ClC1=CC=C(C=C1)[C@H](C(F)(F)F)N(S(=O)(=O)C1=CN(C(C(=C1)C#N)=O)C)CC